(2-bromo-3,4-dimethylphenyl)thiourea BrC1=C(C=CC(=C1C)C)NC(=S)N